Bis(oxalate) lithium [Li+].C(C(=O)[O-])(=O)[O-].C(C(=O)[O-])(=O)[O-].[Li+].[Li+].[Li+]